O1C(=NN=C1)C1=CC=C(C=C1)C=1C=CC=C2CN(C(C12)=O)[C@@H](C(C)(C)O)C1CC1 (R)-7-(4-(1,3,4-oxadiazol-2-yl)phenyl)-2-(1-cyclopropyl-2-hydroxy-2-methylpropyl)isoindolin-1-one